13-hexadecenoic acid C(CCCCCCCCCCCC=CCC)(=O)O